FC(CN1CC2N(C(C1)C2)C(=O)NC2=CC(=C(C=C2)C)C2=NC=CC=C2)F 3-(2,2-Difluoroethyl)-N-(4-methyl-3-(pyridin-2-yl)phenyl)-3,6-diazabicyclo[3.1.1]heptane-6-carboxamide